4,4-difluoro-1,3-dihydroisoquinoline-2-carboxylic acid benzyl ester C(C1=CC=CC=C1)OC(=O)N1CC2=CC=CC=C2C(C1)(F)F